CS(=O)(=O)O methanesulphonic acid